ClOCP chloro(oxy)methyl-phosphine